tert-butyl ((2,2-difluoro-6,9-dihydro-7H-[1,3]dioxolo[4,5-h]isochromen-9-yl) methyl)(methyl)carbamate FC1(OC2=C(C=CC=3CCOC(C23)CN(C(OC(C)(C)C)=O)C)O1)F